COC1=CC=C2C(=N1)NC=C2C2=CC=1N(C=C2)N=CC1C(=O)N1CCCCC1 (5-(6-methoxy-1H-pyrrolo[2,3-b]pyridin-3-yl)pyrazolo[1,5-a]pyridin-3-yl)(piperidin-1-yl)methanone